C(C(C)S)(S)(S)S propanetetrathiol